2-{6-[(3R)-3-(tert-butylamino)pyrrolidin-1-yl]pyridazin-3-yl}-5-[1-(2H3)methyl-1H-pyrazol-4-yl]pyridin-3-ol C(C)(C)(C)N[C@H]1CN(CC1)C1=CC=C(N=N1)C1=NC=C(C=C1O)C=1C=NN(C1)C([2H])([2H])[2H]